C(C)OC(C=CC1=CC=C(C=C1)C(F)(F)F)=O 3-(4-trifluoromethyl-phenyl)acrylic acid ethyl ester